3-(5-(4-((3-(3,4-dichlorophenyl)azetidin-1-yl)methyl)pyridin-2-yl)-1-oxoisoindolin-2-yl)piperidine-2,6-dione ClC=1C=C(C=CC1Cl)C1CN(C1)CC1=CC(=NC=C1)C=1C=C2CN(C(C2=CC1)=O)C1C(NC(CC1)=O)=O